C(C)[C@H]1COCCN1C=1C=C2CC(NC2=CC1)=O (S)-5-(3-ethylmorpholino)indolin-2-one